butyl 4-(3-oxo-3,4-dihydroisoquinolin-2(1H)-yl)piperidine-1-carboxylate O=C1N(CC2=CC=CC=C2C1)C1CCN(CC1)C(=O)OCCCC